N(C1=CC=CC=C1)NC1=CC=CC=C1 bi-aniline